OP(O)(=O)OP(=O)(O)O.C(C)(C)(C)C1=C(C=CC(=C1)C(C)(C)C)C(O)(C(CO)(CO)CO)C1=C(C=C(C=C1)C(C)(C)C)C(C)(C)C bis(2,4-di-t-butyl-phenyl)pentaerythritol diphosphate